FC1=C(C(=CC(=C1)C(=O)C1=CC(=C2C(=CC=CN12)C1=C(C2=C(N(C(=N2)C)C)C=C1OC)F)C=C)F)NC(\C=C\CNC1(CC1)C)=O (E)-N-(2,6-difluoro-4-(8-(4-fluoro-6-methoxy-1,2-dimethyl-1H-benzo[d]imidazol-5-yl)-1-vinylindolizine-3-carbonyl)phenyl)-4-((1-methylcyclopropyl)amino)but-2-enamide